N-[3-chloro-4-[4-(4-piperidylsulfonylamino)piperidine-1-carbonyl]phenyl]-5-(2,3-difluoro-4-methoxy-phenyl)-1-methyl-imidazole-2-carboxamide ClC=1C=C(C=CC1C(=O)N1CCC(CC1)NS(=O)(=O)C1CCNCC1)NC(=O)C=1N(C(=CN1)C1=C(C(=C(C=C1)OC)F)F)C